1-[3-[2-(2-hydroxyethoxy)-6-(morpholin-4-yl)pyridin-4-yl]-4-methylphenyl]-3-methyl-3-[1-(trifluoromethyl)pyrazol-4-yl]urea OCCOC1=NC(=CC(=C1)C=1C=C(C=CC1C)NC(=O)N(C=1C=NN(C1)C(F)(F)F)C)N1CCOCC1